ClC=1C=NN(C1C(NC1=NC=C(C=C1F)C#CC1=CC=CC=C1)=O)[C@@H]1CN(CC1)C(=O)OC(C)(C)C tert-butyl (S)-3-(4-chloro-5-((3-fluoro-5-(phenylethynyl)pyridin-2-yl)carbamoyl)-1H-pyrazol-1-yl)pyrrolidine-1-carboxylate